(4-(5-((1-(2-methoxyethyl)-3-(pyridin-2-yl)-1H-pyrazol-4-yl) carbamoyl) furan-2-yl)-1H-pyrazol-1-yl) methylphosphonate CP(ON1N=CC(=C1)C=1OC(=CC1)C(NC=1C(=NN(C1)CCOC)C1=NC=CC=C1)=O)([O-])=O